C(C1=CC=CC=C1)OC=1C=C(C=CC1)NC1=NN=C2N1C=CC=C2 N-(3-(benzyloxy)phenyl)-[1,2,4]triazolo[4,3-a]pyridin-3-amine